5-Amino-3-(4-chloro-3,5-difluoro-phenyl)-1-cyclopentyl-pyrazole-4-carbonitrile NC1=C(C(=NN1C1CCCC1)C1=CC(=C(C(=C1)F)Cl)F)C#N